N-[4-(1,2-oxazol-3-ylsulfamoyl)phenyl]acetamide O1N=C(C=C1)NS(=O)(=O)C1=CC=C(C=C1)NC(C)=O